dibromo-2,2'-bipyridine palladium chloride [Pd](Cl)Cl.BrC1=C(C(=NC=C1)C1=NC=CC=C1)Br